FC1=C(C=CC(=C1)[N+](=O)[O-])N1CCN(CC1)[C@@H]1CC[C@H](CC1)O trans-(1r,4r)-4-(4-(2-fluoro-4-nitrophenyl)piperazin-1-yl)cyclohexan-1-ol